N-(3-(6-amino-5-(2-(methylamino)ethoxy)pyrimidin-4-yl)-5-fluoro-2-methylphenyl)-5-fluoro-2H-spiro[benzofuran-3,1'-cyclopropane]-6-carboxamide NC1=C(C(=NC=N1)C=1C(=C(C=C(C1)F)NC(=O)C1=CC2=C(C=C1F)C1(CC1)CO2)C)OCCNC